BrC1=CC=C(C=C1)CCC1(CCCC=2C3=CC=CC=C3NC12)N (4-bromophenyl-ethyl)-2,3,4,9-tetrahydro-1H-carbazol-1-amine